(S)-di-tert-butyl 5-(2-(4-(5-chloro-2-(1H-tetrazol-1-yl) phenyl)-2,3-dioxopiperazin-1-yl)-3-(4-(4-methylpiperazine-1-carboxamido) phenyl) propionamido)-1H-indole-1,2-dicarboxylate ClC=1C=CC(=C(C1)N1C(C(N(CC1)[C@H](C(=O)NC=1C=C2C=C(N(C2=CC1)C(=O)OC(C)(C)C)C(=O)OC(C)(C)C)CC1=CC=C(C=C1)NC(=O)N1CCN(CC1)C)=O)=O)N1N=NN=C1